O1COC2=C1C=CC(=C2)C=CC(=O)N(C2=NC=CC=C2)CCSC 3-(1,3-benzodioxol-5-yl)-N-(2-methylsulfanylethyl)-N-(2-pyridyl)prop-2-enamide